FC(C(=O)O)(F)F.C1(CCC1)COC1=CC(=C(C(=O)N2CCC(CC2)C=2C(=CC(=NC2)N)OC)C=C1OC)F 5-{1-[4-(cyclobutylmethoxy)-2-fluoro-5-methoxybenzoyl]piperidin-4-yl}-4-methoxypyridin-2-amine trifluoroacetate